C(C=C)OCC(C(=O)OC=CCC)=C butenyl α-allyloxymethylacrylate